NC=1C(=NC(=CN1)C1=CC=C(C=C1)C)C(=O)NC1=CC=C(C=C1)S(=O)(=O)CC(=O)O 2-(4-(3-amino-6-p-tolylpyrazine-2-carboxamido)phenylsulfonyl)acetic acid